NC=1C(=C(C2=C(N(C(=N2)C)CC(F)F)C1)Br)C(=O)C1=C(C=CC(=C1)Cl)F [6-amino-4-bromo-1-(2,2-difluoroethyl)-2-methylbenzo[d]imidazol-5-yl](5-chloro-2-fluorophenyl)methanone